Cl.C1(=CC=CC=C1)S(=O)(=O)OC1=C(C=CC=2CC3N(CCC4=CC5=C(C=C34)OCO5)CC12)OC 9-benzenesulfonyloxy-10-methoxy-5,8,13,13a-tetrahydro-6H-[1,3]dioxolo[4,5-g]isoquino[3,2-a]isoquinoline hydrochloride